BrC1=CC=C(C=C1)C1CC(NCC1)C 4-(4-bromophenyl)-2-methylpiperidine